C1(=CC=CC2=NC3=CC=CC=C3C=C12)C(COC)C1=NC=C(C=C1)Br 2-[1-(acridin-1-yl)-2-methoxy-ethyl]-5-bromo-pyridine